O=S1(CC(CC1)CC1=NC2=CC=C(C=C2C(=C1C(=O)N)NC(C)C)C=1C=NNC1)=O ((1,1-dioxidotetrahydrothiophen-3-yl)methyl)-4-(isopropylamino)-6-(1H-pyrazol-4-yl)quinoline-3-carboxamide